tert-butyl N-ethyl-N-[1-[6-fluoro-7-[(7-methoxyimidazo[1,2-a]pyrimidin-6-yl)carbamoyl]-2-methyl-indazol-4-yl]-4-piperidyl]carbamate C(C)N(C(OC(C)(C)C)=O)C1CCN(CC1)C=1C2=CN(N=C2C(=C(C1)F)C(NC=1C(=NC=2N(C1)C=CN2)OC)=O)C